CN(C1=CC=C(C=C1)C=CC=CC=O)C 5-(4-dimethylaminophenyl)penta-2,4-dienal